(R)-3-(6-(azetidin-1-yl)-5-(trifluoromethyl)pyridin-3-yl)-6-chloro-5-(1-(3,5-dichloropyridin-4-yl)ethoxy)-1H-indazole N1(CCC1)C1=C(C=C(C=N1)C1=NNC2=CC(=C(C=C12)O[C@H](C)C1=C(C=NC=C1Cl)Cl)Cl)C(F)(F)F